N(=C=O)CC1(CCCC1)C=1SC=CC1 (1-(isocyanatomethyl)cyclopentyl)thiophene